C(\C=C/C(=O)O)(=O)O.N12C[C@H](C(CC1)CC2)NC(=O)C2=NC(=CC=C2N2[C@@H](CN(CC2)C(=O)C2(CCC2)C(F)(F)F)CC)C2=C(C=CC=C2)OCC N-[(3S)-1-azabicyclo[2.2.2]octan-3-yl]-6-(2-ethoxyphenyl)-3-[(2R)-2-ethyl-4-[1-(trifluoromethyl)-cyclobutanecarbonyl]piperazin-1-yl]pyridine-2-carboxamide maleate